C(CCCCCCCCCCCCCCC)(=O)OCCCCCCCCCCCCCCCCCCCCCCCC tetracosanyl palmitate